C1(CC1)NC(C1=C(C=CC=C1)NC1=CC=C2C(=NNC2=C1)\C=C\C1=NC=C(C=C1)CN1CCCC1)=O N-cyclopropyl-2-({3-[(E)-2-{5-[(pyrrolidin-1-yl)methyl]pyridin-2-yl}vinyl]-1H-indazol-6-yl}amino)benzamide